3-(4-{[2-chloro-6-(trifluoromethyl)phenyl]methoxy}phenyl)-1,3-diazaspiro[4.4]nonane-2,4-dione ClC1=C(C(=CC=C1)C(F)(F)F)COC1=CC=C(C=C1)N1C(NC2(C1=O)CCCC2)=O